1-(cyclopropylmethyl)-6-(3,5-dimethylisoxazol-4-yl)-N2-ethyl-1H-benzo[d]imidazole-2,4-diamine C1(CC1)CN1C(=NC2=C1C=C(C=C2N)C=2C(=NOC2C)C)NCC